COC1=C(C(=CC=2OC3=CC(=C(C=C3C(C12)=O)OC)OC)OC)OC 1,2,3,6,7-pentamethoxyxanthone